ClC1=C(C=CC=C1Cl)SC=1C=2N(C(=NC1)N1CCC3(CC(C3)N)CC1)C=NN2 7-(8-((2,3-dichlorophenyl)thio)-[1,2,4]triazolo[4,3-c]pyrimidin-5-yl)-7-azaspiro[3.5]nonan-2-amine